acryloxyheptyl-chlorotrimethylsilane C(C=C)(=O)OCCCCCCCC[Si](C)(C)Cl